2-[(3Z)-4,8-Dimethylnona-3,7-dienyl]-2,7-dimethylchromen-5-ol C/C(=C/CCC1(OC=2C=C(C=C(C2C=C1)O)C)C)/CCC=C(C)C